(S)-2-(4-(6-((5-((1-cyclopropyl-1H-pyrazol-4-yl)ethynyl)thiazol-2-yl)methoxy)pyridin-2-yl)-2,5-difluorobenzyl)-1-(oxetan-2-ylmethyl)-1H-benzo[d]imidazole-6-carboxylic acid C1(CC1)N1N=CC(=C1)C#CC1=CN=C(S1)COC1=CC=CC(=N1)C1=CC(=C(CC2=NC3=C(N2C[C@H]2OCC2)C=C(C=C3)C(=O)O)C=C1F)F